BrC=1C=C(C=CC1)NC(CNC1=C(C=CC=C1)NC(C)=O)=O N-(3-bromophenyl)-2-((2-acetamidophenyl)amino)acetamide